COC=1C=NC2=CC=C(C=C2N1)NC1=CC(=C(C=C1)OCC1=CC=C(C=C1)OC)OC 3-methoxy-N-(3-methoxy-4-((4-methoxybenzyl)oxy)phenyl)quinoxalin-6-amine